N-(4-((4-(2,3-dihydroxypropoxy)-6-(methylsulfonyl)pyridin-2-yl)amino)-5-(1-methyl-1H-pyrazol-3-yl)pyridin-2-yl)acetamide OC(COC1=CC(=NC(=C1)S(=O)(=O)C)NC1=CC(=NC=C1C1=NN(C=C1)C)NC(C)=O)CO